C(C1=CC=CC=C1)(=O)OC(C)C1N(CCN(C1)C1=C(C=CC=C1)SC1=C(C=C(C=C1)C)C)C(=O)O 1-(benzoyloxy)ethyl-4-(2-((2,4-dimethylphenyl)thio)phenyl)piperazine-1-carboxylic acid